OCC1N(CCC1)C1=CC=CC(=N1)C1=NC2=CC(=NC=C2C=C1)CC1=C(C(=O)N)C=CC(=C1S(=O)(=O)C)C ((2-(6-(2-(hydroxymethyl)pyrrolidin-1-yl)pyridin-2-yl)-1,6-naphthyridin-7-yl)methyl)-4-methyl-3-(methylsulfonyl)benzamide